ClC1=C(C=C(C=2C3=C(NC12)CCNC(C3)=O)NC(OC(C)(C)C)=O)Cl tert-butyl (7,8-dichloro-2-oxo-1,2,3,4,5,6-hexahydroazepino[4,5-b]indol-10-yl)carbamate